3-[4-[5-chloro-6-oxo-2-(4-pyridinyl)-1H-pyrimidin-4-yl]piperidine-1-carbonyl]-4-methoxy-benzenesulfonamide ClC1=C(N=C(NC1=O)C1=CC=NC=C1)C1CCN(CC1)C(=O)C=1C=C(C=CC1OC)S(=O)(=O)N